N-[(1R,2S)-2-phenylcyclopropyl]-3-[(5-phenylpyrimidin-2-yl)amino]benzamide C1(=CC=CC=C1)[C@H]1[C@@H](C1)NC(C1=CC(=CC=C1)NC1=NC=C(C=N1)C1=CC=CC=C1)=O